C[C@H]1C(NC=2C(=NC(=NC2N1C)NCC=1C=NN(C1)CC=1C=NC(=CC1)C(F)(F)F)C(=O)OCC)=O Ethyl (S)-7,8-dimethyl-6-oxo-2-(((1-((6-(trifluoromethyl)pyridin-3-yl)methyl)-1H-pyrazol-4-yl)methyl)amino)-5,6,7,8-tetrahydropteridine-4-carboxylate